N=1N(N=CC1)C=1C(=NC=CC1)C(=O)N1[C@@H]2[C@@H](C[C@H](C1)C2)OC2=NC=C(C=C2)C(F)(F)F (3-(2H-1,2,3-triazol-2-yl)pyridin-2-yl)((1S,4R,6R)-6-((5-(trifluoromethyl)pyridin-2-yl)oxy)-2-azabicyclo[2.2.1]heptan-2-yl)methanone